4-[3-[6-cyano-5-(trifluoromethyl)pyridin-3-yl]-5,5-dimethyl-4-oxo-2-thioxo-imidazolidin-1-yl]butanoic acid C(#N)C1=C(C=C(C=N1)N1C(N(C(C1=O)(C)C)CCCC(=O)O)=S)C(F)(F)F